6-Bromo-4-(methylamino)-1-(o-tolyl)-7-(trifluoromethoxy)quinazolin-2(1H)-one BrC=1C=C2C(=NC(N(C2=CC1OC(F)(F)F)C1=C(C=CC=C1)C)=O)NC